2-(4-(3,4-dichlorobenzyl)piperidin-1-yl)ethylamine ClC=1C=C(CC2CCN(CC2)CCN)C=CC1Cl